CC(C)(C(NC)=O)NC(=O)C1=NC=C(C=C1O)C1=CC(=CC=C1)Cl 5-(3-Chlorophenyl)-3-hydroxy-pyridine-2-carboxylic acid (1-methyl-1-methylcarbamoyl-ethyl)-amide